COC1=C(C=CC(=C1)OCCOC)NC1=CC=NC2=CC(=CC=C12)N1C2CN(C(C1)C2)C N-(2-methoxy-4-(2-methoxyethoxy)phenyl)-7-(5-methyl-2,5-diazabicyclo[2.2.1]heptan-2-yl)quinolin-4-amine